β-glucosyl-hydroxymethyluracil [C@@H]1([C@H](O)[C@@H](O)[C@H](O)[C@H](O1)CO)C1=C(C(NC(N1)=O)=O)CO